F[P-](F)(F)(F)(F)F.C(C=C)N1CN(C=C1)CCCCCC 1-allyl-3-hexylimidazole hexafluorophosphate